5-amino-1-methyl-1H-imidazole-4-carboxylic acid NC1=C(N=CN1C)C(=O)O